N-n-dodecylthioproline C(CCCCCCCCCCC)N1[C@@H](CSC1)C(=O)O